C(#N)C(C)(C)N1N=CC(=C1)C(=O)NCC#CC1=NN2C(C=CC=C2N[C@H]2[C@H](CN(CC2)C)F)=C1CC(F)(F)F 1-(1-cyano-1-methylethyl)-N-[3-(7-{[(3S,4R)-3-fluoro-1-methylpiperidin-4-yl]amino}-3-(2,2,2-trifluoroethyl)pyrazolo[1,5-a]pyridin-2-yl)prop-2-yn-1-yl]-1H-pyrazole-4-carboxamide